(R)-1-(4-(2,2,2-trifluoro-1-((4-(4-morpholino-1H-pyrrolo[3,2-c]pyridin-2-yl)phenyl)amino)ethyl)piperidin-1-yl)prop-2-en-1-one FC([C@H](NC1=CC=C(C=C1)C1=CC=2C(=NC=CC2N1)N1CCOCC1)C1CCN(CC1)C(C=C)=O)(F)F